tert-butyl ((1R,5S,6s)-3-azabicyclo[3.1.1]heptan-6-yl)carbamate [C@@H]12CNC[C@@H](C1NC(OC(C)(C)C)=O)C2